6,8-Dihydroxy-7-(2-methylbutyryl)-9-isobutyl-2,2,4,4-tetramethyl-4,9-dihydro-1H-xanthene OC=1C=C2OC=3C(CC(CC3C(C2=C(C1C(C(CC)C)=O)O)CC(C)C)(C)C)(C)C